C(C)(C)(C)NC[SiH](CC=C)CC=C (tert-butylamino)methyldiallylsilane